2-[5-Fluoro-2-[[6-(1-methylpiperidin-4-yl)pyridazin-3-yl]amino]pyrimidin-4-yl]-5-methylspiro[6H-thieno[3,2-c]pyridine-7,1'-cyclopentane]-4-one FC=1C(=NC(=NC1)NC=1N=NC(=CC1)C1CCN(CC1)C)C1=CC=2C(N(CC3(CCCC3)C2S1)C)=O